(S)- and (R)-4-(2-((2-(6-(1H-imidazol-1-yl)-1H-indol-3-yl)-2-oxo-1-phenylethyl)amino)eth-yl)benzenesulfonamide N1(C=NC=C1)C1=CC=C2C(=CNC2=C1)C([C@H](C1=CC=CC=C1)NCCC1=CC=C(C=C1)S(=O)(=O)N)=O |r|